CC1=C(C2=C(N=N1)SC1=C2N=CN=C1NCC1=CC=C(C=C1)C(CO)(C)C)C 2-[4-[[(3,4-dimethylpyrimidino[4',5':4,5]thieno[2,3-c]pyridazin-8-yl)amino]methyl]phenyl]-2-methyl-propan-1-ol